5-bromo-1-(2-methoxyethyl)-1H-pyrrolo[2,3-b]Pyridin-2(3H)-one BrC=1C=C2C(=NC1)N(C(C2)=O)CCOC